2-(4-bromo-2-hydroxyphenyl)benzimidazole BrC1=CC(=C(C=C1)C=1NC2=C(N1)C=CC=C2)O